ClC1=NC=C(C(=N1)NC=1C=NC2=CC=CC=C2C1)C(F)(F)F N-(2-chloro-5-(trifluoromethyl)pyrimidin-4-yl)quinolin-3-amine